BrC1=C(C#N)C=C(C(=C1)N1C(NC(=CC1=O)C(C(F)(F)F)(F)F)=O)OC 2-bromo-4-[2,6-dioxo-4-(pentafluoroethyl)-3,6-dihydropyrimidin-1(2H)-yl]-5-methoxybenzonitrile